O=CCC1=CC(=NN1C1=CC=C(C=C1)OC(F)(F)F)N1CCN(CC1)C(=O)OC(C)(C)C tert-butyl 4-[5-(2-oxoethyl)-1-[4-(trifluoromethoxy)phenyl]pyrazol-3-yl]piperazine-1-carboxylate